1-(7-phenyl-1,2,3,4-tetrahydronaphthalen-1-yl)methanamine, hydrochloride Cl.C1(=CC=CC=C1)C1=CC=C2CCCC(C2=C1)CN